nickel manganese phosphorus dioxide [P](=O)=O.[Mn].[Ni]